(S)-N-((1H-pyrazol-3-yl)methyl)-2-amino-1-(3-hydroxy-2,6-dimethylphenyl)-5,6-dimethyl-1H-pyrrolo[2,3-b]pyridine-3-carboxamide N1N=C(C=C1)CNC(=O)C1=C(N(C2=NC(=C(C=C21)C)C)C2=C(C(=CC=C2C)O)C)N